CC(=CCC1(C(=C(C(=C(C1=O)C(=O)C)O)CC2=C(C(=C3C(=C2O)C=CC(O3)(C)C)C(=O)C)O)O)C)C The molecule is a chromenol that is a derivative of filicinic acid and is isolated from the stems and leaves of Hypericum drummondii. It has been found to exhibit antibacterial activity against Gram-positive bacteria Staphylococcus aureus and Bacillus subtilis and the acid fast bacterium Mycobacterium smegmatis. It has a role as a metabolite and an antibacterial agent. It is a chromenol, a methyl ketone, an enol, an enone and an aromatic ketone. It derives from a filicinic acid.